ClC1=C(C(=CC=C1)Cl)CC(=O)N 2-(2,6-dichlorophenyl)acetamide